methyl 5-{4-[(1R)-1-{[5-(aminomethyl)-2-methylphenyl]formamido}ethyl]quinolin-2-yl}-1H-pyrrole-3-carboxylate NCC=1C=CC(=C(C1)C(=O)N[C@H](C)C1=CC(=NC2=CC=CC=C12)C1=CC(=CN1)C(=O)OC)C